NC=1C(=CC(=C(C1)NC1=CN(C2=CC=CC=C12)C(C)=O)OC)F 1-{3-[(5-amino-4-fluoro-2-methoxyphenyl)amino]indol-1-yl}ethanone